5-((4-((6-(4-chlorophenyl)spiro[3.5]non-6-en-7-yl)methyl)piperazin-1-yl)methyl)-2-(2,6-dioxopiperidin-3-yl)isoindoline-1,3-dione ClC1=CC=C(C=C1)C=1CC2(CCC2)CCC1CN1CCN(CC1)CC=1C=C2C(N(C(C2=CC1)=O)C1C(NC(CC1)=O)=O)=O